N[C@@H](CC(=O)O)CC1=CC(=C(C=C1)Cl)Cl (R)-3-amino-4-(3,4-dichlorophenyl)butanoic acid